N-(3-fluoro-4-((2-(5-((4-methoxypiperidin-1-yl)methyl)pyridin-2-yl)thieno[3,2-b]pyridine-7-yl)oxy)phenyl)-5-(4-fluorophenyl)-6-oxo-2,3,5,6-tetrahydrofuro[3,2-c]pyridine-7-carboxamide FC=1C=C(C=CC1OC1=C2C(=NC=C1)C=C(S2)C2=NC=C(C=C2)CN2CCC(CC2)OC)NC(=O)C2=C1C(=CN(C2=O)C2=CC=C(C=C2)F)CCO1